C(C1=CC=CC=C1)NS(=O)(=O)C=1C(=CC(=C(C1)OC)OC)C1=CC=C(C=C1)C(F)(F)F N-benzyl-4,5-dimethoxy-4'-(trifluoromethyl)-[1,1'-biphenyl]-2-sulfonamide